2-fluoro-4-methoxy-5-(4-methyl-2,3-dihydroquinoxaline-1-sulfonyl)aniline 1H-pyrrole-3-carboxylate N1C=C(C=C1)C(=O)O.FC1=C(N)C=C(C(=C1)OC)S(=O)(=O)N1CCN(C2=CC=CC=C12)C